5-oleoyloxy-naphthoquinone C(CCCCCCC\C=C/CCCCCCCC)(=O)OC1=C2C(C=CC(C2=CC=C1)=O)=O